C(CCCCCCCCCC)(=O)O[C@@H]1[C@H](C([C@H](C1)N1C=2N=C(NC(C2N=C1)=O)N)=C)CO (1S,2R,4S)-4-(2-amino-6-oxo-1H-purin-9(6H)-yl)-2-(hydroxymethyl)-3-methylenecyclopentyl undecanoate